3H-pyrano[3,4-c]pyran-1-one C1(OCC=C2C1=COC=C2)=O